N-((2R)-1-(4-(1H-indol-5-yl)-2-methyl-1-oxo-2,8-diazaspiro[4.5]decan-8-yl)-3-methyl-1-oxobutan-2-yl)-2-fluoro-5-(trifluoromethyl)benzamide N1C=CC2=CC(=CC=C12)C1CN(C(C12CCN(CC2)C([C@@H](C(C)C)NC(C2=C(C=CC(=C2)C(F)(F)F)F)=O)=O)=O)C